OC1=C2CC=C(OC2=CC(=C1)O)C1=CC=C(C=C1)O 5,7-dihydroxy-2-(4-hydroxyphenyl)-4H-chromene